[Si](C)(C)(C(C)(C)C)OC1CC(CCC1(C)C)C1=NN(C=C1CN(CCN(C(OC(C)(C)C)=O)C)C)C1OCCCC1 tert-butyl N-(2-{[(3-{3-[(tert-butyldimethylsilyl) oxy]-4,4-dimethylcyclohexyl}-1-(oxacyclohex-2-yl)-1H-pyrazol-4-yl) methyl] (methyl) amino} ethyl)-N-methylcarbamate